ClC1=CC=C(C=C1)C1=NN(CCC1C1=CC=CC=C1)/C(/N=C\1/NCCCC1)=N\S(=O)(=O)C1=CC=C(C=C1)C#N (Z)-3-(4-chlorophenyl)-N'-((4-cyanophenyl)sulfonyl)-4-phenyl-N-((E)-piperidin-2-ylidene)-5,6-dihydropyridazine-1(4H)-carboximidamide